FC=1C(=NC=CC1C1=C2C(=NC=C1)C=C(O2)C2=CC=C(C=C2)C(=O)N2CCOCC2)C(C)(C)OC2OCCCC2 (4-(7-(3-fluoro-2-(2-((tetrahydro-2H-pyran-2-yl)oxy)propan-2-yl)pyridin-4-yl)furo[3,2-b]pyridin-2-yl)phenyl)(morpholino)methanone